3-(4-fluorophenyl)-N-(methyl-d3)-3-(((2-(trifluoromethyl)-[1,2,4]triazolo[1,5-a]pyridin-5-yl)amino)methyl)azetidine-1-carboxamide FC1=CC=C(C=C1)C1(CN(C1)C(=O)NC([2H])([2H])[2H])CNC1=CC=CC=2N1N=C(N2)C(F)(F)F